3-(3-trifluoromethylbenzyloxy)-N-(pyridin-3-yl)thiophene-2-carboxamide FC(C=1C=C(COC2=C(SC=C2)C(=O)NC=2C=NC=CC2)C=CC1)(F)F